1-(5-(1-(adamantan-1-ylmethyl)-5-methyl-1H-pyrazol-4-yl)-4-iodo-1H-pyrrolo[2,3-b]pyridin-1-yl)ethan-1-one C12(CC3CC(CC(C1)C3)C2)CN2N=CC(=C2C)C=2C(=C3C(=NC2)N(C=C3)C(C)=O)I